cis-N-(4-chloro-3-(cis-2-cyanocyclobutyl)-5-fluorophenyl)-3-methyl-6-azabicyclo[3.1.1]heptane-6-carboxamide ClC1=C(C=C(C=C1F)NC(=O)N1C2CC(CC1C2)C)[C@H]2[C@H](CC2)C#N